(3-(dimethylamino)-3-oxopropyl)carbamic acid benzyl ester C(C1=CC=CC=C1)OC(NCCC(=O)N(C)C)=O